BrC1=C(N=C(S1)C1COC1)C 5-bromo-4-methyl-2-(oxetan-3-yl)thiazole